2-methyl-N-(3-(methylsulfonamido)phenyl)-6-phenylnicotinamide CC1=C(C(=O)NC2=CC(=CC=C2)NS(=O)(=O)C)C=CC(=N1)C1=CC=CC=C1